BrC1=CC(=C(C=C1C)N(C(C#CC)=O)C1=CC=C2C(=N1)COC2)C N-(4-bromo-2,5-dimethylphenyl)-N-(5,7-dihydrofuro[3,4-b]pyridin-2-yl)but-2-ynamide